dipotassium homocystine C(C[C@@H](C(=O)O)N)SSCC[C@@H](C(=O)O)N.[K].[K]